(S)-2,3-diaminopropionic acid hydrochloride Cl.N[C@H](C(=O)O)CN